COC=1C(C=2C=CC=C3C=CC(=C(C1)C23)C2=CC(=C(C(=C2)OC)OC)OC)=O 2-Methoxy-4-(3,4,5-trimethoxyphenyl)-1H-phenalen-1-one